(2S)-2,6-Diamino-N-(4-{3-[4-(trifluoromethoxy)phenyl]-1H-1,2,4-triazol-5-yl}phenyl)hexanamide dihydrochloride Cl.Cl.N[C@H](C(=O)NC1=CC=C(C=C1)C1=NC(=NN1)C1=CC=C(C=C1)OC(F)(F)F)CCCCN